tert-Butyl N-[[8-[3-[3-(2-aminoindan-5-yl)-2-chloro-phenyl]-2-methyl-phenyl]-4-oxo-pyrido[1,2-a]pyrimidin-3-yl]methyl]-N-[[(2S)-5-oxopyrrolidin-2-yl]methyl]carbamate NC1CC2=CC=C(C=C2C1)C=1C(=C(C=CC1)C=1C(=C(C=CC1)C1=CC=2N(C(C(=CN2)CN(C(OC(C)(C)C)=O)C[C@H]2NC(CC2)=O)=O)C=C1)C)Cl